5-chloro-1-(2-chloropyrimidin-4-yl)-3-methyl-1H-benzo[d]imidazol-2(3H)-one ClC1=CC2=C(N(C(N2C)=O)C2=NC(=NC=C2)Cl)C=C1